C1(=CC=CC=C1)P(C1=C(C(=O)N)C=CC=C1)C1=CC=CC=C1 2-(Diphenylphosphanyl)benzamide